FC1=C2C(C=CNC2=CC=C1C(=O)OC)=O methyl 5-fluoro-4-oxo-1H-quinoline-6-carboxylate